NC=1C=C2C(=C(C(=NC2=CC1OCC)C)C#N)NC1=CC(=C(C=C1)OC)Cl 6-amino-4-((3-chloro-4-methoxyphenyl)amino)-7-ethoxy-2-methylquinoline-3-carbonitrile